BrC=1C(=NC(=NC1OC)N)OC1CC1 5-bromo-4-(cyclopropyloxy)-6-methoxy-pyrimidin-2-amine